BrC1=CC(=C(N)C=C1C)N1CCCC1 4-bromo-5-methyl-2-(pyrrolidin-1-yl)aniline